C(CCC)OC(N(CCCO)CCC1=CC=C(C=C1)F)=O Butyl-N-[2-(4-fluorophenyl)ethyl]-N-(3-hydroxypropyl)carbamate